(2R)-1-[2-[2-(8-Chloro-4-oxochromen-2-yl)phenoxy]ethyl]pyrrolidin ClC=1C=CC=C2C(C=C(OC12)C1=C(OCCN2CCCC2)C=CC=C1)=O